4,6,8,10-tetramethyltridecyl hexyloxymethyl ether C(CCCCC)OCOCCCC(CC(CC(CC(CCC)C)C)C)C